FC=1C=C(CNC=2C=C(C=CC2)C2C(NC(CC2)=O)=O)C=CC1CN1CCCCC1 3-(3-((3-fluoro-4-(piperidin-1-ylmethyl)benzyl)amino)phenyl)piperidine-2,6-dione